FC1=C(OC2=C(C=C(C=C2)NS(=O)(=O)CC)C=2C3=C(C(N(C2)C)=O)CCC3)C=CC(=C1)F N-[4-(2,4-difluorophenoxy)-3-(2-methyl-1-oxo-6,7-dihydro-5H-cyclopenta[c]pyridin-4-yl)phenyl]ethanesulfonamide